C(C1=CC=CC=C1)N([C@@H](CC(=O)OCC)C=1C=C(C=CC1F)C1=CC(=CC=C1)OC)[C@H](C)C1=CC=CC=C1 ethyl (S)-3-(benzyl((R)-1-phenylethyl)amino)-3-(4-fluoro-3'-methoxybiphenyl-3-yl)propanoate